2-butyloctyl 8-((6-((4,4-bis(((Z)-oct-5-en-1-yl)oxy)butanoyl)oxy)hexyl)(2-hydroxyethyl)amino)octanoate C(CCC\C=C/CC)OC(CCC(=O)OCCCCCCN(CCCCCCCC(=O)OCC(CCCCCC)CCCC)CCO)OCCCC\C=C/CC